Cl.CN1C[C@H](CC1)OC=1C=C2CNCC2=CC1 (S)-5-((1-Methylpyrrolidin-3-yl)oxy)isoindoline hydrochloride